methyl ethyl ketone-1-(O-acetyl oxime) C(C)(=O)ON=C(C)CC